6-(3,4-dichlorophenyl)-1,3-benzothiazol-2-amine ClC=1C=C(C=CC1Cl)C1=CC2=C(N=C(S2)N)C=C1